C1(=CC=CC=C1)C1=CC(=NC2=C3N=CC=C(C3=CC=C12)C1=CC=CC=C1)CC 4,7-diphenyl-ethyl-1,10-phenanthroline